2,2'-methylenebis(6-tert-butyl-4-Methylphenol) C(C1=C(C(=CC(=C1)C)C(C)(C)C)O)C1=C(C(=CC(=C1)C)C(C)(C)C)O